17-(2-methoxyethyl)-N-(pyridin-3-yl)morphinan-3-amine hydrochloride salt Cl.COCCN1[C@H]2[C@@H]3CCCC[C@@]3(C=3C=C(C=CC3C2)NC=2C=NC=CC2)CC1